C(C)(C)(C)OC(=O)N(C1=C([N+](=CC2=C(C=CC=C12)Br)[O-])C(N(CCC)C(=O)OC(C)(C)C)=O)C(=O)OC(C)(C)C 4-(bis(t-Butoxycarbonyl)amino)-8-bromo-3-((t-Butoxycarbonyl)(propyl)carbamoyl)isoquinoline-2-oxide